molybdic acid disodium salt [O-][Mo](=O)(=O)[O-].[Na+].[Na+]